[Pd].[Pd].C(C1=CC=CC=C1)=CC(=O)C=CC1=CC=CC=C1.C(C1=CC=CC=C1)=CC(=O)C=CC1=CC=CC=C1.C(C1=CC=CC=C1)=CC(=O)C=CC1=CC=CC=C1 tris(dibenzylidene-acetone) dipalladium